C(C=1C(O)=CC=CC1)(=O)OC1=CC2=CC=CC=C2C=C1 beta-naphthyl salicylate